C(C)(C)(C)OC(=O)N1C2CC(C1C=O)C2 3-formyl-2-azabicyclo[2.1.1]hexane-2-carboxylic acid tert-butyl ester